[Si](C1=CC=CC=C1)(C1=CC=CC=C1)(C(C)(C)C)OCC[C@@H](CO)N(C(OC(C)(C)C)=O)C tert-butyl (S)-(4-((tert-butyldiphenylsilyl)oxy)-1-hydroxybutan-2-yl)(methyl)carbamate